(1S,2S,3R,4R,5S)-4-(6-((Z)-2-(4-(tert-butyl)phenyl)-2-hydroxyvinyl)-2-((4-(tert-butyl)phenyl)ethynyl)-9H-purin-9-yl)-2,3-dihydroxy-N-methylbicyclo[3.1.0]hexane-1-carboxamide C(C)(C)(C)C1=CC=C(C=C1)/C(=C/C1=C2N=CN(C2=NC(=N1)C#CC1=CC=C(C=C1)C(C)(C)C)[C@H]1[C@H]([C@H]([C@@]2(C[C@H]12)C(=O)NC)O)O)/O